N[C@@H](CCCCN)C(=O)[O-].[Ca+2].N[C@@H](CCCCN)C(=O)[O-] calcium lysinoate